CC1(C=C)CC(=CC=C1)C 1,3-dimethylstyrene